methyl 2-benzyl-8-(pyridin-2-ylmethyl)-2,8-diazaspiro[4.5]decane-4-carboxylate C(C1=CC=CC=C1)N1CC2(C(C1)C(=O)OC)CCN(CC2)CC2=NC=CC=C2